(4,8-dimethoxyquinolin-2-carbonyl)-7-((1-methyl-1H-pyrazol-5-yl)amino)spiro[isochroman-3,4'-piperidin]-1-one COC1=CC(=NC2=C(C=CC=C12)OC)C(=O)N1CCC2(CC1)OC(C1=CC(=CC=C1C2)NC2=CC=NN2C)=O